2,2-bis(4-hydroxyphenyl)-1-phenylpropane OC1=CC=C(C=C1)C(CC1=CC=CC=C1)(C)C1=CC=C(C=C1)O